2-(6-{[(3S,4S)-3-fluoro-2,2,6,6-tetramethylpiperidin-4-yl]amino}pyridazin-3-yl)-5-[1-(2H3)methyl-1H-pyrazol-4-yl]pyridin-3-ol formate C(=O)OC=1C(=NC=C(C1)C=1C=NN(C1)C([2H])([2H])[2H])C=1N=NC(=CC1)N[C@@H]1[C@@H](C(NC(C1)(C)C)(C)C)F